(E)-1,2-di(2,2'-bithiophene-5-yl)ethene S1C(=CC=C1\C=C\C1=CC=C(S1)C=1SC=CC1)C=1SC=CC1